7-fluoro-N-(6-fluoro-2,3-dihydro-4H-benzo[b][1,4]oxazin-4-yl)-4-(3-fluoroazetidin-1-yl)-8-(2,3,5-trifluorophenyl)quinoline FC1=CC=C2C(=CCN(C2=C1C1=C(C(=CC(=C1)F)F)F)N1C2=C(OCC1)C=CC(=C2)F)N2CC(C2)F